[Br-].CC=1N=C(SC1C)N1N(NC(=N1)C1=CC=CC=C1)C1=CC=CC=C1 3-(4,5-dimethyl-2-thiazolyl)-2,5-diphenyl-2H-tetrazole bromide